C1(=CC=C(C=C1)CN1CC(=CC(=C1)C(=O)O)C(=O)O)CN1CC(=CC(=C1)C(=O)O)C(=O)O 1,1'-[1,4-phenylenebis(methylene)]Bis(3,5-dicarboxylpyridine)